O=C1NC(CCC1NC1=CC(=C(C(=C1)F)N1CCN(CC1)CC1(CCN(CC1)C(=O)OC(C)(C)C)C)F)=O tert-butyl 4-((4-(4-((2,6-dioxopiperidin-3-yl)amino)-2,6-difluorophenyl)piperazin-1-yl)methyl)-4-methylpiperidine-1-carboxylate